C(C)C=1OC=C(N1)S(=O)(=O)Cl 2-ethyl-1,3-oxazole-4-sulfonyl chloride